O=C1CN=CN1C(=O)N 5-oxoimidazoline-1-carboxamide